N-(2-((2S,4S)-4-amino-2-(hydroxymethyl)pyrrolidin-1-yl)-4-(3-cyanopyridin-2-yl)phenyl)-2-(2-fluoro-6-methoxyphenyl)pyrimidine-4-carboxamide N[C@H]1C[C@H](N(C1)C1=C(C=CC(=C1)C1=NC=CC=C1C#N)NC(=O)C1=NC(=NC=C1)C1=C(C=CC=C1OC)F)CO